rac-(2R,5S)-tert-butyl 2-(6-carbamoylspiro[3.3]heptan-2-yl)-5-methylpiperidine-1-carboxylate C(N)(=O)C1CC2(CC(C2)[C@@H]2N(C[C@H](CC2)C)C(=O)OC(C)(C)C)C1 |r|